tert-butyl 3-(6-(5-((2,4-difluorophenyl)sulfonamido)-6-methoxypyridin-3-yl)quinazolin-4-yl)-2,5-dihydro-1H-pyrrole-1-carboxylate FC1=C(C=CC(=C1)F)S(=O)(=O)NC=1C=C(C=NC1OC)C=1C=C2C(=NC=NC2=CC1)C=1CN(CC1)C(=O)OC(C)(C)C